C(CCCCCCC)(=O)OCOC12CC3(CC(CC(C1)C3)C2)NC(=O)OCC2=CC=CC=C2 ((3-(((benzyloxy)carbonyl)amino)adamantan-1-yl)oxy)methyl octanoate